C(#C)OC1C[C@H](NC1)C(=O)O (2S)-4-(ethynyloxy)pyrrolidine-2-carboxylic acid